(pentafluoro-phenyl)-aluminum FC1=C(C(=C(C(=C1[Al])F)F)F)F